2-bromo-N-methyl-N-(2-phenylpropenoyl)benzamide-1-d BrC1C(C(=O)N(C(C(=C)C2=CC=CC=C2)=O)C)(C=CC=C1)[2H]